C1(CC1)C(=O)NC1=NN2C(C=C(C=C2)C2=C(C=NC(=C2)C#CC)O[C@@H]2CN(CC2)C(=O)OC(C)(C)C)=C1 tert-butyl (S)-3-((4-(2-(cyclopropanecarboxamido)pyrazolo[1,5-a]pyridin-5-yl)-6-(prop-1-yn-1-yl)pyridin-3-yl)oxy)pyrrolidine-1-carboxylate